N-methanesulfonyl-cyclopropane-1-carboxamide CS(=O)(=O)NC(=O)C1CC1